C(=O)(OC(C)(C)C)NCC1=CC=C(C=C1)O N-Boc-4-hydroxybenzylamine